OC=1C=C2C(=C(N(C2=CC1)CC1=CC=C(OCCCC=O)C=C1)C1=CC=C(C=C1)O)C 4-(4-((5-Hydroxy-2-(4-hydroxyphenyl)-3-methyl-1H-indol-1-yl)methyl)-phenoxy)butanal